C(C1=CC=CC=C1)N1CCN(C2=CC=C(C=C12)OC)S(=O)(=O)C1=C(C=CC=C1)F 4-benzyl-1-((2-fluorophenyl)sulfonyl)-6-methoxy-1,2,3,4-tetrahydroquinoxaline